tert-Butyl (tert-butoxycarbonyl)((S)-3-((S)-1-((tert-butoxycarbonyl)amino)-2-hydroxyethyl)hex-4-en-1-yl)carbamate C(C)(C)(C)OC(=O)N(C(OC(C)(C)C)=O)CC[C@@H](C=CC)[C@@H](CO)NC(=O)OC(C)(C)C